BrC1=C2C(=CN=C1)N(N=C2)CC(=O)OC(C)(C)C tert-butyl 2-(4-bromopyrazolo[3,4-c]pyridin-1-yl)acetate